[Cl-].[Cl-].C1(=CC=CC=C1)P([C-]1C=CC=C1)C1=CC=CC=C1.[C-]1(C=CC=C1)P(C1=CC=CC=C1)C1=CC=CC=C1.[Fe+2].[Pd+2] palladium (1,1'-bis(diphenylphosphino)ferrocene) dichloride